6-Chloro-3-[(1R)-1-[2-(5-fluoro-3-pyridyl)-3,6-dimethyl-4-oxo-chromen-8-yl]ethoxy]pyridine-2-carbonitrile ClC1=CC=C(C(=N1)C#N)O[C@H](C)C=1C=C(C=C2C(C(=C(OC12)C=1C=NC=C(C1)F)C)=O)C